(3-(2-amino-[1,2,4]triazolo[1,5-a]pyridin-7-yl)-2-fluoro-6-methoxyphenoxy)-3,3-difluoro-2-(4-fluorophenyl)pentan-2-ol NC1=NN2C(C=C(C=C2)C=2C(=C(OCC(C(CC)(F)F)(O)C3=CC=C(C=C3)F)C(=CC2)OC)F)=N1